COC1=CC=C(C=N1)CC12CN(CC(N1)C2)C2=CC=C(C=N2)C2(C=CC=1N(C2)N=C2C1C=NN2)O 6-(6-(((6-methoxypyridin-3-yl)methyl)-3,6-diazabicyclo[3.1.1]heptan-3-yl)pyridin-3-yl)-1H-pyrazolo[3',4':3,4]pyrazolo[1,5-a]pyridin-6-ol